N-carboxymethyl-ethylenediamine C(=O)(O)CNCCN